OCCNCCNCCO N-hydroxyethyl-N'-hydroxyethyl-ethylenediamine